O1CCN(CC1)C1=NC=CC(=C1)C1=CN2C(S1)=C(C=N2)C(=O)N 2-(2-morpholinopyridin-4-yl)pyrazolo[5,1-b]Thiazole-7-carboxamide